BrC1=C(C=C(C=C1)Cl)C(CO)(C)C 2-(2-Bromo-5-chlorophenyl)-2-methylpropan-1-ol